CN(CC(=O)N1C[C@H](CCC1)N1C(NC2=C1C=C(C(=C2)C=2C=C(C=1N(C2)N=CN1)C)C)=O)C (S)-1-(1-(dimethylglycyl)piperidin-3-yl)-6-methyl-5-(8-methyl-[1,2,4]triazolo[1,5-a]pyridin-6-yl)-1,3-dihydro-2H-benzo[d]imidazol-2-one